S(=O)(=O)(O)[O-].[Be+2].S(=O)(=O)(O)[O-] Beryllium hydrogensulfat